(S)-8-(isopropyl-sulfonyl)-3-(2-(4-(p-tolyl)piperazin-1-yl)ethyl)-2-oxa-8-azaspiro[4.5]decan-1-one C(C)(C)S(=O)(=O)N1CCC2(C[C@H](OC2=O)CCN2CCN(CC2)C2=CC=C(C=C2)C)CC1